4-[1-(pyridin-4-yl)ethyl]benzamide methyl-5-(2-methyl-1,3-thiazol-4-yl)-4-nitrothiophene-2-carboxylate COC(=O)C=1SC(=C(C1)[N+](=O)[O-])C=1N=C(SC1)C.N1=CC=C(C=C1)C(C)C1=CC=C(C(=O)N)C=C1